tert-butyl-4-((4-((3-(1-acryloylpiperidine-4-carboxamido)benzyl)amino)-8-isopropylpyrazolo[1,5-a][1,3,5]triazin-2-yl)oxy)piperidine-1-carboxylate C(C)(C)(C)OC(=O)N1CCC(CC1)OC1=NC=2N(C(=N1)NCC1=CC(=CC=C1)NC(=O)C1CCN(CC1)C(C=C)=O)N=CC2C(C)C